(2E)-1-(6,7-dimethoxy-3,4-dihydro-1H-isoquinolin-2-yl)-3-{8-fluoro-2-phenylimidazo[1,2-a]pyridin-3-yl}prop-2-en-1-one COC=1C=C2CCN(CC2=CC1OC)C(\C=C\C1=C(N=C2N1C=CC=C2F)C2=CC=CC=C2)=O